bis(1-(2-hydroxy-2-methylpropoxy)-2,2,6,6-tetramethylpiperidin-4-yl)glutarate OC(CON1C(CC(CC1(C)C)OC(CCCC(=O)OC1CC(N(C(C1)(C)C)OCC(C)(C)O)(C)C)=O)(C)C)(C)C